N1N=C(C=2C=NC=CC21)C2=CC=C1CCCN(C1=C2)C(C=C)=O 1-(7-{1H-pyrazolo[4,3-c]pyridin-3-yl}-3,4-dihydro-2H-quinolin-1-yl)prop-2-en-1-one